N(=C=O)C1=CC=C(C=C1)N1C(COCC1)=O 4-(4-isocyanatophenyl)morpholine-3-one